3-fluoro-5-methyl-benzene-1,2-diamine FC1=C(C(=CC(=C1)C)N)N